5-(pentadecan-2-yl)-1,2,3-oxadiazol-4(5H)-one CC(CCCCCCCCCCCCC)C1C(N=NO1)=O